3-(3-Fluoro-phenyl)-6,7-dimethoxy-quinoline FC=1C=C(C=CC1)C=1C=NC2=CC(=C(C=C2C1)OC)OC